1-(2-(4-(3-Phenyl-5H-imidazo[1,2-c]pyrido[4,3-e][1,3]oxazin-2-yl)benzyl)-2,7-diazaspiro[3.5]nonan-7-yl)prop-2-en-1-one C1(=CC=CC=C1)C1=C(N=C2N1COC1=C2C=CN=C1)C1=CC=C(CN2CC3(C2)CCN(CC3)C(C=C)=O)C=C1